5-(1-hydroxypropyl)-N,N-bis(4-methoxybenzyl)-1-methyl-1H-pyrazole-3-sulfonamide OC(CC)C1=CC(=NN1C)S(=O)(=O)N(CC1=CC=C(C=C1)OC)CC1=CC=C(C=C1)OC